ClC=1C=C(C(N(C1)C)=O)N1C(C=2N(C(=NC2C1=O)C=1C(=NC(=NC1)OC)OC)CCCO)C1=CC=C(C=C1)Cl 5-(5-chloro-1-methyl-2-oxo-1,2-dihydropyridin-3-yl)-6-(4-chlorophenyl)-2-(2,4-dimethoxypyrimidin-5-yl)-1-(3-hydroxypropyl)-5,6-dihydropyrrolo[3,4-d]imidazol-4(1H)-one